C[C@]1(N(CCC[C@@H]1NS(=O)(=O)C)C(=O)OC(C)C=1N=NC(=C(C1C)C)Cl)CO[C@@H]1CC[C@@H](CC1)C1=CC=CC=C1 (6-chloro-4,5-dimethylpyridazin-3-yl)ethan-1-ol methyl-(2r,3s)-3-((methylsulfonyl)amino)-2-(((cis-4-phenylcyclohexyl)oxy)methyl)-piperidine-1-carboxylate